6-butyl-5-(2,6-dimethoxyphenyl)-3-{4-[3-(pyridin-3-yl)-1,2,4-oxadiazol-5-yl]piperidine-1-carbonyl}pyridine-2,4-diol C(CCC)C1=C(C(=C(C(=N1)O)C(=O)N1CCC(CC1)C1=NC(=NO1)C=1C=NC=CC1)O)C1=C(C=CC=C1OC)OC